N-(2-(1-(cyclopropylmethyl)-1H-pyrazol-4-yl)pyrimidin-4-yl)-5-isopropyl-8-((2R,3S)-2-methyl-3-((methylsulfonyl)methyl)azetidin-1-yl)isoquinolin-3-amine C1(CC1)CN1N=CC(=C1)C1=NC=CC(=N1)NC=1N=CC2=C(C=CC(=C2C1)C(C)C)N1[C@@H]([C@H](C1)CS(=O)(=O)C)C